2,2,2-trifluoroethyl 2-[isobutyl-[[4-(pentafluoro-sulfanyl)phenyl]methyl]amino]-2-oxo-acetate C(C(C)C)N(C(C(=O)OCC(F)(F)F)=O)CC1=CC=C(C=C1)S(F)(F)(F)(F)F